NC=1C(=C2C(=NC1C#N)N(C=N2)CC)C2=C(C(=CC=C2C)OC)C 6-amino-3-ethyl-7-(3-methoxy-2,6-dimethylphenyl)imidazo[4,5-b]pyridine-5-carbonitrile